Methyl 2-(6-chloro-5-cyano-4-(trifluoromethyl) pyridin-2-yl)-2-azaspiro[3.3]heptane-6-carboxylate ClC1=C(C(=CC(=N1)N1CC2(C1)CC(C2)C(=O)OC)C(F)(F)F)C#N